C1(CC1)CN1C(N(C(C(=C1)C(=O)O)=O)C1=CC=C(C=C1)F)=O 1-(cyclopropylmethyl)-3-(4-fluorophenyl)-2,4-dioxo-1,2,3,4-tetrahydro-pyrimidine-5-carboxylic acid